C(C)(C)(C)OC(=O)N[C@H](C)C1=CC=C(OCC(=O)OCC)C=C1 (R)-ethyl 2-(4-(1-(tert-butoxycarbonylamino)ethyl)phenoxy)acetate